tin(II) diacetate C(C)(=O)[O-].C(C)(=O)[O-].[Sn+2]